C1(CCCCC1)C(CN1[C@@H](CCN2C1=NC(=CC2=O)N2[C@@H](COCC2)C)C(F)(F)F)=O (S)-9-(2-Cyclohexyl-2-oxoethyl)-2-((R)-3-methylmorpholin-4-yl)-8-trifluoromethyl-6,7,8,9-tetrahydro-pyrimido[1,2-a]-pyrimidin-4-one